N-cyanoethyl-benzyl-aniline C(#N)CCN(C1=CC=CC=C1)CC1=CC=CC=C1